BrC1=CC=C(C=C1)C12C(C3=C(C=NC=C3OC)O1)(C(C(C2C2=CC=CC=C2)CNCC(F)(F)F)O)O 7a-(4-bromophenyl)-4-methoxy-7-phenyl-6-(((2,2,2-trifluoroethyl)amino)methyl)-5,6,7,7a-tetrahydro-4bH-cyclopenta[4,5]furo[2,3-c]pyridine-4b,5-diol